ClC=1C=C(C=CC1F)N(C(=O)[C@@H]1CNC(N1C(=O)OCC1=CC=CC=C1)=O)C benzyl (S)-5-((3-chloro-4-fluorophenyl) (methyl) carbamoyl)-2-oxoimidazolidine-1-carboxylate